4-(1-(2,2-difluoroethyl)-3-phenyl-1H-pyrazol-4-yl)-6,7-dimethoxyquinazoline FC(CN1N=C(C(=C1)C1=NC=NC2=CC(=C(C=C12)OC)OC)C1=CC=CC=C1)F